O[C@@]1([C@H](O[C@@H]2OC(O[C@@H]21)(C)C)C=O)C (3aR,5S,6R,6aR)-6-hydroxy-2,2,6-trimethyltetrahydrofuro[2,3-d][1,3]dioxole-5-carbaldehyde